C(#N)C1(CC1)NS(=O)(=O)C1=CC=C2C3=C(N(C2=C1)C=1SC(=NN1)C(F)F)N=CN=C3N3CCN(CC3)C(=O)C3CN(C3)C N-(1-Cyanocyclopropyl)-9-(5-(difluoromethyl)-1,3,4-thiadiazol-2-yl)-4-(4-(1-methylazetidine-3-carbonyl)piperazin-1-yl)-9H-pyrimido[4,5-b]indole-7-sulfonamide